CN(C)CCC(C=1SC=CC1)=O N,N-dimethyl-3-keto-3-(2-thienyl)-1-propylamine